2,6-diethyl-9,10-bis[2-carboxy(3,6-methano-4-methyl-4-cyclohexenyl)]carbonyloxyanthracene C(C)C1=CC2=C(C3=CC=C(C=C3C(=C2C=C1)OC(=O)C1C(C2C(=CC1C2)C)C(=O)O)CC)OC(=O)C2C(C1C(=CC2C1)C)C(=O)O